S-2-(4-(2-(3,5-dibromobenzamido)propan-2-yl)-1H-1,2,3-triazol-1-yl)ethyl ethanethioate C(C)(SCCN1N=NC(=C1)C(C)(C)NC(C1=CC(=CC(=C1)Br)Br)=O)=O